3-Cyclopropyl-2-methyl-2,4,5,7-tetrahydro-6H-pyrazolo[3,4-c]pyridin C1(CC1)C=1N(N=C2CNCCC21)C